BrCC1=CC=C(C(=O)NC2=CC=CC=C2)C=C1 4-(bromomethyl)-N-phenylbenzamide